butylaminomethyltriethoxysilane C(CCC)NC[Si](OCC)(OCC)OCC